4-(8-(4-(4-((1-(2-(2,4-dioxocyclohexyl)-1,3-dioxoisoindolin-5-yl)piperidin-4-yl)methyl)piperazin-1-yl)benzoyl)-2,8-diazaspiro[4.5]decan-2-yl)-2-(trifluoromethyl)benzonitrile O=C1C(CCC(C1)=O)N1C(C2=CC=C(C=C2C1=O)N1CCC(CC1)CN1CCN(CC1)C1=CC=C(C(=O)N2CCC3(CCN(C3)C3=CC(=C(C#N)C=C3)C(F)(F)F)CC2)C=C1)=O